((1S,3S)-1-(4-(((3R,5R,7R)-adamantan-1-yl)amino)phenyl)-3-butyl-6-methoxy-3,4-dihydroisoquinolin-2(1H)-yl)(2-ethynylthiazol-4-yl)methanone C12(CC3CC(CC(C1)C3)C2)NC2=CC=C(C=C2)[C@@H]2N([C@H](CC3=CC(=CC=C23)OC)CCCC)C(=O)C=2N=C(SC2)C#C